C(C)(C)(C)OC(=O)N[C@@H]1[C@@H](NCCC1)COC1CCC(CC1)C1=C(C=CC=C1)CCC(=O)O 3-(2-((1S,4s)-4-(((2R,3S)-3-((tert-butoxycarbonyl)amino)piperidin-2-yl)methoxy)cyclohexyl)phenyl)propanoic acid